N[C@](C(=O)OC(C)(C)C)(CC(=O)OC(C)(C)C)C di-tert-butyl (S)-2-amino-2-methylsuccinate